FC=1C=C(CN2C3=C(SCC2)C=CC(=C3)NC(=O)NC3=CNC2=CC=CC=C32)C=C(C1)F 1-(4-(3,5-difluorobenzyl)-3,4-dihydro-2H-benzo[b][1,4]thiazin-6-yl)-3-(1H-indol-3-yl)urea